ClC=1C=2N(C=CC1)N=C(C2)[C@@H]2N(CCC1=C2N=CN1)C(=O)C=1OC(=NN1)C1=NN(C=C1)C(F)(F)F (R)-(4-(4-chloropyrazolo[1,5-a]pyridin-2-yl)-6,7-dihydro-1H-imidazo[4,5-c]pyridin-5(4H)-yl)(5-(1-(trifluoromethyl)-1H-pyrazol-3-yl)-1,3,4-oxadiazol-2-yl)methanone